N=1C=C(N2C1C=NC=C2)C(=O)N2CCC1=CC=C(C=C21)C(=O)NC2=CC(=CC(=C2)C(F)(F)F)CN2CCN(CC2)C 1-(Imidazo[1,2-a]pyrazin-3-carbonyl)-N-(3-((4-methylpiperazin-1-yl)methyl)-5-(trifluoromethyl)phenyl)indolin-6-carboxamid